(3-Chloro-2-fluoro-4,6-dihydroxyphenyl)(4-(methylamino)isoindolin-2-yl)methanone ClC=1C(=C(C(=CC1O)O)C(=O)N1CC2=CC=CC(=C2C1)NC)F